[(1R,6S)-2,2,6-TRIMETHYLCYCLOHEXYL]-3-HEXANOL CC1([C@@H]([C@H](CCC1)C)CCC(CCC)O)C